4-(prop-1-en-2-yl)-N-(1-(3,4,5-trimethoxyphenyl)-1H-imidazol-4-yl)thieno[2,3-d]pyrimidin C=C(C)C=1C2=C(N(CN1)C=1N=CN(C1)C1=CC(=C(C(=C1)OC)OC)OC)SC=C2